1-((R)-2-(3-((2-(4-hydroxy-4-methylpiperidin-1-yl)pyrimidin-4-yl)amino)-8-((2R,3S)-2-methyl-3-((methylsulfonyl)methyl)azetidin-1-yl)isoquinolin-5-yl)azepan-1-yl)prop-2-en-1-one OC1(CCN(CC1)C1=NC=CC(=N1)NC=1N=CC2=C(C=CC(=C2C1)[C@@H]1N(CCCCC1)C(C=C)=O)N1[C@@H]([C@H](C1)CS(=O)(=O)C)C)C